5-(2,5-dioxotetrahydro-3-furyl)-3-methyl-3-cyclohexene-1,2-dicarboxylic acid anhydride O=C1OC(CC1C1C=C(C2C(C1)C(=O)OC2=O)C)=O